N-(2,6-difluorophenyl)-5-fluoro-4-(3-oxo-6,7,8,9-tetrahydro-3H-[1,2,4]triazolo[4,3-a]azepin-2(5H)-yl)-2-{[(2S)-1,1,1-trifluoropropan-2-yl]oxy}benzamide FC1=C(C(=CC=C1)F)NC(C1=C(C=C(C(=C1)F)N1N=C2N(CCCCC2)C1=O)O[C@H](C(F)(F)F)C)=O